2,5-bis(n-octoxycarbonylmethylthio)-1,3,4-thiadiazole C(CCCCCCC)OC(=O)CSC=1SC(=NN1)SCC(=O)OCCCCCCCC